CC(=C)[C@@H]1CC[C@]2([C@H]1[C@H]3CC[C@H]4[C@]([C@@]3(CC2)C)(CC[C@@H]5[C@@]4([C@@H](C[C@@H](C5(C)C)O)O)C)C)C The molecule is a pentacyclic triterpenoid that is lup-20(29)-ene substituted by hydroxy groups at positions 1 and 3 respectively (the 1beta,3beta-stereoisomer). It has been isolated from Breynia fruticosa. It has a role as a plant metabolite. It is a diol and a pentacyclic triterpenoid. It derives from a hydride of a lupane.